1,5-dibromo-2,4-difluoro-3-iodobenzene BrC1=C(C(=C(C(=C1)Br)F)I)F